C(CCCCCC)S n-heptanethiol